4-chloro-1-isopropyl-1H-imidazole-5-carboxamide ClC=1N=CN(C1C(=O)N)C(C)C